ClC1=CC(=NC(=C1)Cl)C(=O)N 4,6-dichloropyridinamide